2-methylacrylamido-2-methylpropane-sulfonic acid CC(C(=O)NC(C(C)C)S(=O)(=O)O)=C